(R)-ethyl-2-hydroxypropanoate (ethyl lactate) C(C)C(C(=O)O)(O)C.C(C)OC([C@@H](C)O)=O